8-fluoro-N-[(1R)-1-[(3-fluorophenyl)methyl]-1,3-dimethyl-butyl]quinoline-3-carboxamide FC=1C=CC=C2C=C(C=NC12)C(=O)N[C@@](CC(C)C)(C)CC1=CC(=CC=C1)F